[(1r,4r)-4-ethylsulfonamidocyclohexyl]methylethane-1-sulfonate C(C)S(=O)(=O)NC1CCC(CC1)COS(=O)(=O)CC